N1,N5-dihexylnaphthalene-1,5-diamine C(CCCCC)NC1=CC=CC=2C(=CC=CC12)NCCCCCC